ClC1=CC(=NC=N1)N[C@H]1CN(CCC1)C1=CC(=CC=C1)F (R)-6-chloro-N-(1-(3-fluorophenyl)piperidin-3-yl)pyrimidin-4-amine